C(C)OC[C@@]1(CN(CC1)C(C)(C)C=1C=NC=CC1)CCC=1SC=CC1C |o1:4| (S or R)-3-(2-(3-(ethoxy-methyl)-3-(2-(3-methyl-thiophen-2-yl)ethyl)pyrrolidin-1-yl)propan-2-yl)pyridine